O=C1N(CC(N1)C(F)(F)F)CC1=CC=NC=C1 4-((2-oxo-4-(trifluoromethyl)imidazolidin-1-yl)methyl)pyridin